F[P-](F)(F)(F)(F)F.CN(C(=[N+](C)C)Cl)C Tetramethyl-chloroformamidinium hexafluorophosphate